C(C1=CC(O)=C(O)C(O)=C1)(=O)O.O=C[C@H](O)[C@@H](O)[C@H](O)[C@H](O)CO.O=C[C@H](O)[C@@H](O)[C@H](O)[C@H](O)CO diglucose gallate